ClC=1C=C(C=2N=CN=C(C2N1)N)C=C 6-chloro-8-vinylpyrido[3,2-d]pyrimidin-4-amine